C1(=CC=C(C=C1)CNC1=NC(=NC(=N1)N)N1CCC2(CC(NC2)C(=O)O)CC1)C1=CC=CC=C1 8-(4-(([1,1'-biphenyl]-4-ylmethyl)amino)-6-amino-1,3,5-triazin-2-yl)-2,8-diazaspiro[4.5]decane-3-carboxylic acid